C(C)(C)C=1SC(=C(N1)C1=CC=CC=C1)OC1=CC(=NC=C1)NC1=NC=C(C(=O)N)C=C1 6-((4-((2-Isopropyl-4-phenylthiazol-5-yl)oxy)pyridin-2-yl)amino)nicotinamide